ClC1=NC=C2N(C(N(C2=N1)C12CC3(CC(CC(C1)C3)C2)C(=O)OC(C)(C)C)=O)C tert-Butyl 3-(2-chloro-7-methyl-8-oxo-8,9-dihydro-7H-purin-9-yl)adamantane-1-carboxylate